The molecule is a glycophytoceramide having a 4-O-(5-phenylpentyl)-alpha-D-galactosyl residue at the O-1 position and a hexacosanoyl group attached to the nitrogen. One of a series of an extensive set of 4"-O-alkylated alpha-GalCer analogues evaluated (PMID:30556652) as invariant natural killer T-cell (iNKT) antigens. It derives from an alpha-D-galactose. CCCCCCCCCCCCCCCCCCCCCCCCCC(=O)N[C@@H](CO[C@@H]1[C@@H]([C@H]([C@H]([C@H](O1)CO)OCCCCCC2=CC=CC=C2)O)O)[C@@H]([C@@H](CCCCCCCCCCCCCC)O)O